tert-butyl 3-[4-cyano-5-fluoro-6-[7-fluoro-3-(methoxymethoxy)-8-(2-triisopropylsilylethynyl)-1-naphthyl]-3-methyl-2,7-naphthyridin-1-yl]-3,8-diazabicyclo[3.2.1]octane-8-carboxylate C(#N)C1=C(N=C(C2=CN=C(C(=C12)F)C1=CC(=CC2=CC=C(C(=C12)C#C[Si](C(C)C)(C(C)C)C(C)C)F)OCOC)N1CC2CCC(C1)N2C(=O)OC(C)(C)C)C